C(C)(C)(C)OC(NC1=CC=C(C=C1)OC=1N=C(SC1C(C)=O)C)=O.NCC(CC[Si](OC)(OC)OC)(C)C 4-amino-3,3-dimethyl-butyl-trimethoxysilane tert-butyl-N-[4-(5-acetyl-2-methyl-thiazol-4-yl)oxyphenyl]carbamate